4-isobutyrylphenethyl isobutyrate C(C(C)C)(=O)OCCC1=CC=C(C=C1)C(C(C)C)=O